4-[[4-(4-methoxyphenyl)-1-piperazinyl]carbonyl]-2-(2-methylpropyl)-1(2H)-phthalazinone COC1=CC=C(C=C1)N1CCN(CC1)C(=O)C1=NN(C(C2=CC=CC=C12)=O)CC(C)C